C1(=C2N(C=N1)CCC2)C(C(=O)NC=2SC=CN2)N2N=C1C(=C(C=C(C1=C2)C(F)(F)F)C#CC2=CC=C(C=C2)CN2CCC(CC2)CO)C 2-(6,7-Dihydro-5H-pyrrolo[1,2-c]imidazol-1-yl)-2-[6-[2-[4-[[4-(hydroxymethyl)-1-piperidyl]methyl]phenyl]ethynyl]-7-methyl-4-(trifluoromethyl)indazol-2-yl]-N-thiazol-2-yl-acetamide